(1R,3S,5R)-2-(2-(3-acetyl-5-(2-(cyclopropylamino)pyrimidin-5-yl)-1H-indazol-1-yl)acetyl)-N-(6-bromopyrazin-2-yl)-2-azabicyclo[3.1.0]hexane-3-carboxamide C(C)(=O)C1=NN(C2=CC=C(C=C12)C=1C=NC(=NC1)NC1CC1)CC(=O)N1[C@@H]2C[C@@H]2C[C@H]1C(=O)NC1=NC(=CN=C1)Br